bromo-9-phenyl-9H-fluorenol BrC1=C(C=2C(C3=CC=CC=C3C2C=C1)C1=CC=CC=C1)O